C(C)(CC)C1(C=CC=C1)[Ti](N(C)C)(N(C)C)N(C)C (sec-butylcyclopentadienyl)tris(dimethylamino)titanium